1-(3-fluoro-4-iodopyridin-2-yl)pyrrolidin-2-one FC=1C(=NC=CC1I)N1C(CCC1)=O